3-morpholinopropan-1-amine O1CCN(CC1)CCCN